(1r,4r)-4-(2-(2-chloro-5-isopropyl-8-oxothieno[2',3':4,5]pyrrolo[1,2-d][1,2,4]triazin-7(8H)-yl)acetamido)cyclohexane-1-carboxylic acid ClC1=CC2=C(C=C3N2C(=NN(C3=O)CC(=O)NC3CCC(CC3)C(=O)O)C(C)C)S1